FC1(C(C1)(C)C=1NC=C(N1)CC1=CC=NC=C1)F 4-((2-(2,2-Difluoro-1-methylcyclopropyl)-1H-imidazol-4-yl)methyl)pyridine